2-hydroxy-3,5-Di-t-butylbenzyl alcohol OC1=C(CO)C=C(C=C1C(C)(C)C)C(C)(C)C